ClC1=CC=C(C=C1)NC1=CC(=NC(=N1)N1CCOCC1)C1CN(C1)C(=O)C1=NOC(=C1)C1CC1 (3-(6-((4-chlorophenyl)amino)-2-morpholinopyrimidin-4-yl)azetidine-1-yl)(5-cyclopropylisoxazole-3-yl)methanone